tert-butyl ((2R,3S)-5-oxo-2-(2,4,5-trifluorophenyl)tetrahydro-2H-pyran-3-yl)carbamate O=C1C[C@@H]([C@H](OC1)C1=C(C=C(C(=C1)F)F)F)NC(OC(C)(C)C)=O